5-(8-((1S,2S)-2-(2'-oxo-1'-(2,2,3,3,3-pentafluoropropyl)spiro[cyclopropane-1,3'-indolin]-6'-yl)cyclopropyl)imidazo[1,2-b]pyridazin-6-yl)pyrimidine-2,4(1H,3H)-dione O=C1N(C2=CC(=CC=C2C12CC2)[C@@H]2[C@H](C2)C=2C=1N(N=C(C2)C=2C(NC(NC2)=O)=O)C=CN1)CC(C(F)(F)F)(F)F